methyl 3-(9-((4-(aminomethyl)-2-methylphenyl)carbamoyl)-4,5-dihydrobenzo[b]thieno[2,3-d]oxepin-8-yl)-6-(((1-(hydroxymethyl)cyclobutyl)methyl)carbamoyl)picolinate NCC1=CC(=C(C=C1)NC(=O)C1=CC2=C(OCCC3=C2SC=C3)C=C1C=1C(=NC(=CC1)C(NCC1(CCC1)CO)=O)C(=O)OC)C